CC1C2CN(C(CN1)C2)C(=O)[O-] 2-methyl-3,6-diazabicyclo[3.2.1]octane-6-carboxylate